CC=1C(N(C(C1C)=O)C1=C(C=C(C2=CC=CC=C12)Cl)C)=O 3,4-dimethyl-1-(4-chloro-2-methylnaphthalen-1-yl)-1H-pyrrole-2,5-dione